NC(C(=O)OCC)C1(CCOCC1)C Ethyl 2-amino-2-(4-methyltetrahydro-2H-pyran-4-yl)acetate